5-(3-Fluorophenyl)-3,4-dihydro-2H-pyrrole FC=1C=C(C=CC1)C=1CCCN1